[O-]P([O-])(=O)OP(=O)([O-])[O-].[Ca+2].P(=O)([O-])([O-])O.[Ca+2].[Ca+2].C[C@@H]1N(CCN(C1)C)[C@H](C(=O)NC=1C=CC=C2C(=CNC12)C1=NC(=NC=C1C)NC1=C(C(=CC=C1)S(=O)(=O)C)F)C (S)-2-((S)-2,4-dimethylpiperazin-1-yl)-N-(3-(2-((2-fluoro-3-(methylsulfonyl)phenyl)amino)-5-methylpyrimidin-4-yl)-1H-indol-7-yl)propanamide dicalcium phosphate calcium pyrophosphate